CC1=C(C(=CC=C1)C)NC(C[N+](CCOC(C(C)C1=CC(=C(C=C1)C1=CC=CC=C1)F)=O)(CC)CC)=O 2-((2,6-dimethylphenyl)amino)-N,N-diethyl-N-(2-((2-(2-fluoro-[1,1'-biphenyl]-4-yl)propanoyl)oxy)ethyl)-2-oxoethan-1-aminium